3-(2,6-difluoro-4-(5,8-dioxaspiro[3.4]octan-2-yl)phenyl)piperidine-2,6-dione FC1=C(C(=CC(=C1)C1CC2(C1)OCCO2)F)C2C(NC(CC2)=O)=O